tert-butyl N-{4-piperidyl}carbamate N1CCC(CC1)NC(OC(C)(C)C)=O